(3-bromo-1,2-phenylene)dimethanol BrC=1C(=C(C=CC1)CO)CO